C(C)C(=CP(O)(O)=O)CC.C(=C)P(OCC)(OCC)=O Diethyl vinylphosphonate (diethyl vinyl phosphonate)